C(C)[C@H]1OC2=C(C=NC1)C=NC=C2 (R)-2-ethyl-2,3-dihydropyrido[3,4-f][1,4]oxazepin